NC1=C(C=CC=C1)NC(=S)NC(CC(=O)N[C@H](C(=O)OC)C)C1=CC(=CC=C1)C(F)(F)F Methyl (2S)-2-(3-{[(2-aminophenyl)carbamothioyl]amino}-3-[3-(trifluoromethyl)phenyl]propanamido)propanoate